Methyl 3-[N-[4-[[dimethylcarbamoyl(methyl)amino]methyl]phenyl]-C-phenylcarbonimidoyl]-2-hydroxy-1H-indole-6-carboxylate CN(C(=O)N(C)CC1=CC=C(C=C1)N=C(C1=CC=CC=C1)C1=C(NC2=CC(=CC=C12)C(=O)OC)O)C